(1R,2S,5S)-N-(4-Amino-1-cyclopropyl-3,4-dioxobutan-2-yl)-3-(isobutyryl-L-alloisoleucyl)-6,6-dimethyl-3-azabicyclo[3.1.0]hexane-2-carboxamide NC(C(C(CC1CC1)NC(=O)[C@@H]1[C@H]2C([C@H]2CN1C([C@@H](NC(C(C)C)=O)[C@H](C)CC)=O)(C)C)=O)=O